CC1=CC=C(C=C1)S(=O)(=O)O/N=C\1/C(=CC(C(=C1)C)=O)C(C)C [(E)-(5-methyl-4-oxo-2-propan-2-ylcyclohexa-2,5-dien-1-ylidene)amino] 4-methylbenzenesulfonate